O=C1C=COC2=CC=C(C=C12)C(F)(F)F 4-oxo-6-(trifluoromethyl)chromen